6-methyl-1,2,3,5-tetrahydro-8-bromo-s-indacene CC=1CC=2C=C3CCCC3=C(C2C1)Br